FCCCCCB1OC(C(O1)(C)C)(C)C 2-(5-fluoropentyl)-4,4,5,5-tetramethyl-1,3,2-dioxaborolane